FC1(CCN(CC1)C(=O)C=1C=C2C=CC=C(C2=CC1)C=1C=NC=2C(NC=CC2C1)=O)F 3-(6-(4,4-difluoropiperidine-1-carbonyl)naphthalen-1-yl)-1,7-naphthyridin-8(7H)-one